N-(o-methoxyphenoxyethyl)-phthalimide COC1=C(OCCN2C(C=3C(C2=O)=CC=CC3)=O)C=CC=C1